C(N)(=O)N1N=C(C=C1C)C 1-carbamoyl-3,5-dimethylpyrazole